C1(CCCCC1)C[C@H](C(=O)N1CC2(CCCC2)C(CC1)(O)CN1C=NC2=C(C=CC=C2C1=O)F)C 3-((7-((R)-3-Cyclohexyl-2-methylpropanoyl)-10-hydroxy-7-azaspiro[4.5]decan-10-yl)methyl)-8-fluoroquinazolin-4(3H)-one